COC(CCSCCCSC(C[Si](OC)(OC)OC)CSC=1C=NC=CC1)(OC)OC 2-(3-trimethoxypropylthiopropylthio)3-(3-pyridylthio)propyltrimethoxysilane